Cl.N[C@H](C(C)C)C(=O)OC methyl D-valinate hydrochloride